trimethylammonium sulfate S(=O)(=O)([O-])[O-].C[NH+](C)C.C[NH+](C)C